N-(3-chlorobenzyl)pyrimido[6',1':2,3]imidazo[4,5-c][2,6]naphthyridin-5-amine ClC=1C=C(CNC2=NC3=C(C4=CN=CC=C24)N=C2N3C=NC=C2)C=CC1